C(C)OC(=O)C1=C(N=C(S1)NC1=NC(=CC(=N1)N1CCC2(OCCO2)CC1)C1=CN=CO1)C 2-[[4-(1,4-dioxa-8-azaspiro[4.5]decan-8-yl)-6-(5-oxazolyl)-2-pyrimidinyl]amino]-4-methyl-5-thiazolecarboxylic acid ethyl ester